(S)-1-(4-(((8-chloro-3-cyano-4-(neopentylamino)quinolin-6-yl)amino)(quinolin-5-yl)methyl)-1H-1,2,3-triazol-1-yl)cyclobutane-1-carboxamide ClC=1C=C(C=C2C(=C(C=NC12)C#N)NCC(C)(C)C)N[C@H](C=1N=NN(C1)C1(CCC1)C(=O)N)C1=C2C=CC=NC2=CC=C1